tert-butyl ((3-hydroxypyridin-4-yl)methyl)carbamate OC=1C=NC=CC1CNC(OC(C)(C)C)=O